C(C)(C)(C)OC(=O)N1CCN(CC1)C(=O)N1CCC(CC1)O 4-(4-hydroxy-piperidine-1-carbonyl)-piperazine-1-carboxylic acid tert-butyl ester